2,5-difluoro-4-methylbenzenesulfonamide FC1=C(C=C(C(=C1)C)F)S(=O)(=O)N